2-[2-[2-[2-[2-[2-[2-[2-[tert-butyl(dimethyl)silyl]oxyethoxy]ethoxy]ethoxy]ethoxy]ethoxy]ethoxy]ethoxy]ethanol [Si](C)(C)(C(C)(C)C)OCCOCCOCCOCCOCCOCCOCCOCCO